5-(4-(dimethylcarbamoyl)phenyl)-1-methyl-1H-indazole-3-carboxylic acid CN(C(=O)C1=CC=C(C=C1)C=1C=C2C(=NN(C2=CC1)C)C(=O)O)C